CC1=CC=C(OC2=NC=C(C=C2C(=O)NC2=CC(=CC=C2)S(=O)(=O)C)C(F)(F)F)C=C1 2-(4-methylphenoxy)-N-(3-methylsulfonyl-phenyl)-5-(trifluoromethyl)pyridine-3-carboxamide